4-bromo-2-nitro-5-tetrahydropyran-4-yl-oxy-aniline EthylButyrate C(C)OC(CCC)=O.BrC1=CC(=C(N)C=C1OC1CCOCC1)[N+](=O)[O-]